2-(2,6-difluorophenyl)-4-((3,3-dimethyl-2,3-dihydro-1H-pyrrolo[2,3-b]pyridin-6-yl)amino)-6,7-dihydro-5H-pyrrolo[3,4-b]pyridin-5-one FC1=C(C(=CC=C1)F)C1=CC(=C2C(=N1)CNC2=O)NC2=CC=C1C(=N2)NCC1(C)C